(E)-1-[4-(4-Hydroxybutoxy)phenyl]-3-phenylprop-2-en-1-one OCCCCOC1=CC=C(C=C1)C(\C=C\C1=CC=CC=C1)=O